2,2'-diamino-4,4-bithiazole NC=1SC=C(N1)C=1N=C(SC1)N